C(C)N1N=CC(=C1C1=NC=C(C=C1F)NCC)C(=O)N[C@H]1N=C(C2=C(NC1=O)C=CC=C2)C2=CC=CC=C2 1-ethyl-5-(5-(ethylamino)-3-fluoropyridin-2-yl)-N-((S)-2-oxo-5-phenyl-2,3-dihydro-1H-benzo[e][1,4]diazepine-3-Yl)-1H-pyrazole-4-carboxamide